N-phenylbenzene-1,4-diamine C1(=CC=CC=C1)NC1=CC=C(C=C1)N